2-((4-(chlorodifluoromethoxy)phenyl)amino)pyridine diethyl-1-(3-((tert-butoxycarbonyl)amino)propyl)-4-oxo-1,4-dihydropyridine-2,5-dicarboxylate C(C)OC(=O)C=1N(C=C(C(C1)=O)C(=O)OCC)CCCNC(=O)OC(C)(C)C.ClC(OC1=CC=C(C=C1)NC1=NC=CC=C1)(F)F